Heptadecan-9-yl ((R)-(((2R,3S,5R)-5-(6-amino-2-fluoro-9H-purin-9-yl)-2-ethynyl-3-hydroxytetrahydrofuran-2-yl) methoxy)(phenoxy)phosphoryl)-L-phenylalaninate NC1=C2N=CN(C2=NC(=N1)F)[C@H]1C[C@@H]([C@@](O1)(C#C)CO[P@@](=O)(OC1=CC=CC=C1)N[C@@H](CC1=CC=CC=C1)C(=O)OC(CCCCCCCC)CCCCCCCC)O